sodium butane-1-thiolate C(CCC)[S-].[Na+]